CC1(OC2=C(C1)C=CC=C2OCCO)C 2-((2,2-dimethyl-2,3-dihydrobenzofuran-7-yl)oxy)ethan-1-ol